isopropyl (7-((2R,3R,4S,5R)-2-cyano-3-hydroxy-4-((isopropoxycarbonyl)oxy)-5-(((isopropoxycarbonyl)oxy)methyl)tetrahydrofuran-2-yl)pyrrolo[2,1-f][1,2,4]triazin-4-yl)carbamate C(#N)[C@]1(O[C@@H]([C@H]([C@H]1O)OC(=O)OC(C)C)COC(=O)OC(C)C)C1=CC=C2C(=NC=NN21)NC(OC(C)C)=O